CN1C(N(C2=C1C=C(C=C2)CCCCCN2C(CNCC2)=O)C2C(NC(CC2)=O)=O)=O 3-[3-Methyl-2-oxo-5-[5-(2-oxopiperazin-1-yl)pentyl]benzimidazol-1-yl]piperidine-2,6-dione